C(N)([O-])=O.[Sn+4].C(N)([O-])=O.C(N)([O-])=O.C(N)([O-])=O tin carbamate